2-Amino-7-fluoro-4-(5-fluoro-3-((S)-3-(isobutyl(methyl)amino)pyrrolidin-1-yl)-7,9-dihydrofuro[3,4-f]quinazolin-6-yl)thieno[3,2-c]pyridine-3-carbonitrile NC1=C(C=2C(=NC=C(C2S1)F)C=1C2=C(C=3C=NC(=NC3C1F)N1C[C@H](CC1)N(C)CC(C)C)COC2)C#N